ClC=1C=CC2=C(CC(CC=3N2C(=NN3)[C@@H]3CC[C@H](CC3)C(F)(F)F)NC(C)C)C1 8-chloro-N-(propan-2-yl)-1-[trans-4-(trifluoromethyl)cyclohexyl]-5,6-dihydro-4H-[1,2,4]triazolo[4,3-a][1]benzazepin-5-amine